N-((1,3-Dimethylpyrrolidin-3-yl)methyl)-3-iodo-5,7-diphenylpyrazolo[1,5-a]pyrimidine-2-carboxamide CN1CC(CC1)(C)CNC(=O)C1=NN2C(N=C(C=C2C2=CC=CC=C2)C2=CC=CC=C2)=C1I